COC1=CC=C(C=C1)CN1N=C(C=C1C1=NC2=C(N1C(=O)OC(C)(C)C)C=CC=C2)NC(C2=CC=C(C=C2)SC)=O tert-butyl 2-[2-[(4-methoxyphenyl)methyl]-5-[(4-methylsulfanyl-benzoyl)amino]pyrazol-3-yl]benzimidazole-1-carboxylate